4-(4-[[2-(4-chlorophenyl)-4,4-dimethylcyclohex-1-en-1-yl]ethyl]piperazin-1-yl)-2-[2H,3H,4H-pyrido[2,3-b][1,4]oxazepin-1-yl]benzoic acid ClC1=CC=C(C=C1)C1=C(CCC(C1)(C)C)CCN1CCN(CC1)C1=CC(=C(C(=O)O)C=C1)N1C2=C(OCCC1)N=CC=C2